acrylacrylamide C=CC(=O)C(=C)C(=O)N